N6-azidoethoxycarbonyl-L-lysine N(=[N+]=[N-])CCOC(=O)NCCCC[C@H](N)C(=O)O